CC1OC(CN(C1)C1=CC(=C(C=C1)NC1CC(C1)NC(OC(C)(C)C)=O)F)C tert-butyl (3-((4-(2,6-dimethylmorpholino)-2-fluorophenyl)amino)cyclobutyl)carbamate